Cl[Si](CCCC)(CCCC)CCCC chlorotri(n-butyl)silane